[W].[Mo].[Ni] nickel-molybdenum-tungsten